3-[1-(2-{6-[(3R)-3-aminopiperidine-1-carbonyl]-3-methylpyrazolo[1,5-a]pyridin-2-yl}-1-(cyclopropylmethyl)-1H-indol-6-yl)piperidin-4-yl]-1,3-oxazolidin-2-one N[C@H]1CN(CCC1)C(=O)C=1C=CC=2N(C1)N=C(C2C)C=2N(C1=CC(=CC=C1C2)N2CCC(CC2)N2C(OCC2)=O)CC2CC2